(2S,3R,4S,5R)-3-(3,4-difluoro-2-methylphenyl)-N-(6-(hydroxymethyl)pyridin-3-yl)-4,5-dimethyl-5-(trifluoromethyl)tetrahydrofuran-2-carboxamide FC=1C(=C(C=CC1F)[C@@H]1[C@H](O[C@]([C@H]1C)(C(F)(F)F)C)C(=O)NC=1C=NC(=CC1)CO)C